4-chloro-2-[(E)-2-ethoxyvinyl]-1-(trifluoromethyl)benzene ClC1=CC(=C(C=C1)C(F)(F)F)\C=C\OCC